[K+].[N+](=O)([O-])[O-].[Ni+2].[N+](=O)([O-])[O-].[N+](=O)([O-])[O-] nickel nitrate, potassium salt